NC1=C(C=C(C=C1OC)CC)C(C)=O 1-(2-Amino-5-ethyl-3-methoxyphenyl)ethan-1-one